C(C)OC(=O)C1=CN(C2=CC=C(C=C2C1=O)N1C(CN(CC1)C(=O)OC(C)(C)C)=O)CC1CCC1 6-(4-(Tert-Butoxycarbonyl)-2-oxopiperazin-1-yl)-1-(cyclobutylmethyl)-4-oxo-1,4-dihydroquinoline-3-carboxylic acid ethyl ester